diethyloxamate C(C)N(C(C(=O)[O-])=O)CC